4-chloro-6-(2,6-difluoro-3-methoxyphenyl)-2-methylnicotinic acid ethyl ester C(C)OC(C1=C(N=C(C=C1Cl)C1=C(C(=CC=C1F)OC)F)C)=O